7-Cyclopropyl-6-[(2-methyl-1-aza-2-bora-1H-naphth-5-yloxy)methyl]-4-oxo-1-thia-3a-aza-3-indancarboxylic acid C1(CC1)C=1C(=CC(N2C(CSC12)C(=O)O)=O)COC1=C2C=CB(NC2=CC=C1)C